2-(4-fluorophenyl)-4,4,5,5-tetramethyl-1,3,2-dioxaborolan FC1=CC=C(C=C1)B1OC(C(O1)(C)C)(C)C